N-ethyl-4-{[3-(4-{[(3S,4R)-3-fluoro-1-methylpiperidin-4-yl]amino}-1-(2,2,2-trifluoroethyl)-1H-indol-2-yl)prop-2-yn-1-yl]amino}-3-methoxybenzamide C(C)NC(C1=CC(=C(C=C1)NCC#CC=1N(C2=CC=CC(=C2C1)N[C@H]1[C@H](CN(CC1)C)F)CC(F)(F)F)OC)=O